4-bromo-2-cyclobutoxy-5-fluorobenzoic acid BrC1=CC(=C(C(=O)O)C=C1F)OC1CCC1